NC1=NC(=C(C(=N1)N)OCCCOC=1C=C(C(=O)O)C=CC1)CC 3-[3-(2,4-diamino-6-ethylpyrimidin-5-yloxy)propoxy]benzoic acid